C[Si](OCC)C dimethyl-ethoxyl-silicon